C(C)(=O)N1CC2=CC(=CC=C2C(C1)(C)C)NC=1N=CC=2C(N(C=3N(C2N1)C=CN3)C3=C(C=CC=C3F)Cl)=O 2-[(2-acetyl-4,4-dimethyl-1,2,3,4-tetrahydroisoquinolin-7-yl)amino]-6-(2-chloro-6-fluorophenyl)imidazo[1,2-a]pyrimido[5,4-e]pyrimidin-5(6H)-one